ruthenium periodate I(=O)(=O)(=O)[O-].[Ru+3].I(=O)(=O)(=O)[O-].I(=O)(=O)(=O)[O-]